cis-8-dimethylamino-3-(5-fluoro-pyrimidin-2-yl)-8-phenyl-1,3-diazaspiro[4.5]decan-2-one CN(C1(CCC2(CN(C(N2)=O)C2=NC=C(C=N2)F)CC1)C1=CC=CC=C1)C